C(C)(C)(C)OC(=O)N1CCC(CC1)OC1=CC(=NC=C1)Cl 4-((2-Chloropyridin-4-yl)oxy)piperidine-1-carboxylic acid tert-butyl ester